ClC1=NN=C(C=2CCCCC12)C1=C(C=C(C=C1)C1CC1)OC 1-chloro-4-(4-cyclopropyl-2-methoxyphenyl)-5,6,7,8-tetrahydrophthalazine